2-(1-(4-aminopyrimidin-2-yl)-3,3-difluoropiperidin-4-yloxy)ethanol NC1=NC(=NC=C1)N1CC(C(CC1)OCCO)(F)F